ethyl (E)-3-(3-aminophenyl)acrylate NC=1C=C(C=CC1)/C=C/C(=O)OCC